C(C1=CC=CC=C1)OC1CC(C1)(F)C=1SC(=C(N1)C(F)(F)F)C1=NC(=NC=C1F)Cl 2-((1r,3r)-3-(benzyloxy)-1-fluorocyclobutyl)-5-(2-chloro-5-fluoropyrimidin-4-yl)-4-(trifluoromethyl)thiazole